(5-(6-hydroxy-[1,2,4]triazolo[1,5-a]pyridin-2-yl)-8-(methylamino)-2,7-naphthyridin-3-yl)cyclopropanecarboxamide OC=1C=CC=2N(C1)N=C(N2)C2=C1C=C(N=CC1=C(N=C2)NC)C2(CC2)C(=O)N